N-(7-chloro-6-((R or S)-2-methylpiperazin-1-yl)isoquinolin-3-yl)-6-oxaspiro[2.5]octane-1-carboxamide ClC1=C(C=C2C=C(N=CC2=C1)NC(=O)C1CC12CCOCC2)N2[C@@H](CNCC2)C |o1:23|